FC1=C(C=CC(=C1)F)C(CN1CC2(CC1)CCC(CC2)NC2=CC=C(C=C2)OCCN2CCOCC2)(CN2N=CN=C2)O 2-(2,4-difluorophenyl)-1-(8-((4-(2-morpholinoethoxy)phenyl)amino)-2-azaspiro[4.5]decan-2-yl)-3-(1H-1,2,4-triazol-1-yl)propan-2-ol